C(C)(C)NC(CN1CCN(CC1)C1=C(C2=NC=CC(=C2S1)C)C(=O)NC)=O (4-(2-(isopropylamino)-2-oxoethyl)piperazin-1-yl)-N,7-dimethylthieno[3,2-b]pyridine-3-carboxamide